methyl 1-[5-(3-methyltriazol-4-yl)-3-pyridyl]-6-oxo-pyridazine-3-carboxylate CN1N=NC=C1C=1C=C(C=NC1)N1N=C(C=CC1=O)C(=O)OC